9-(4-ethynylbenzyl)-2-fluoro-9H-purin-6-amine C(#C)C1=CC=C(CN2C3=NC(=NC(=C3N=C2)N)F)C=C1